5-bromo-4-fluoro-3-iodo-1-(tetrahydro-2H-pyran-2-yl)-1H-indazole BrC=1C(=C2C(=NN(C2=CC1)C1OCCCC1)I)F